FC(O[C@@H]([C@H](NC(C(F)(F)F)=O)C(=O)N1[C@@H]([C@@H]2[C@H](C1)CCC2)C(=O)N[C@H](C=O)C[C@H]2C(NCCC2)=O)C)F (1S,3aR,6aS)-2-(O-(difluoromethyl)-N-(2,2,2-trifluoroacetyl)-L-threonyl)-N-((S)-1-oxo-3-((S)-2-oxopiperidin-3-yl)propan-2-yl)octahydrocyclopenta[c]pyrrole-1-carboxamide